CN1CC(C1)COC1=C(C=NC=C1)NC1=C(C(NC=C1)=O)C(=O)NC1=CC=C(C=C1)N1CCN(CC1)C 4-((4-((1-Methylazetidin-3-yl)methoxy)pyridin-3-yl)amino)-N-(4-(4-methylpiperazin-1-yl)phenyl)-2-oxo-1,2-dihydropyridine-3-carboxamide